N1(CCC1)C(=O)C1=C(C(=CC=2N1N=CC2)C)NC(=O)C2=CC(=NN2C2=NC=CC=C2Cl)OC N-(7-(Azetidin-1-carbonyl)-5-methylpyrazolo[1,5-a]pyridin-6-yl)-1-(3-chloropyridin-2-yl)-3-methoxy-1H-pyrazol-5-carboxamid